methylene chloride palladium dichloride [Pd](Cl)Cl.C(Cl)Cl